C(C)(=O)OC1C=CC=2C(C=CC(C12)=C)=C 4,7-dimethyleneinden-1-yl acetate